2-chloro-3-(4,4,5,5-tetramethyl-1,3,2-dioxaborolan-2-yl)-1-((2-(trimethylsilyl)ethoxy)methyl)-1H-pyrrolo[2,3-b]pyridine ClC1=C(C=2C(=NC=CC2)N1COCC[Si](C)(C)C)B1OC(C(O1)(C)C)(C)C